NC1=NC=C(C=N1)C#CC1=C(C(=O)N[C@H]2CC3(CC3)C[C@@H]2O)C=CC(=C1)OC(F)F [2-(2-aminopyrimidin-5-yl)ethynyl]-4-(difluoromethoxy)-N-[(5S,6S)-6-hydroxy-spiro[2.4]heptan-5-yl]benzamide